(cis)-cyclohexane-1,4-diyl bis(3-(didodecylamino)propanoate) C(CCCCCCCCCCC)N(CCC(=O)O[C@@H]1CC[C@@H](CC1)OC(CCN(CCCCCCCCCCCC)CCCCCCCCCCCC)=O)CCCCCCCCCCCC